C1=CC=CC=2C3=CC=CC=C3C(C12)COC(=O)N[C@H](C(=O)NC=1C=CC(=C(C1)S(=O)(=O)O)COC(=O)OC1=CC=C(C=C1)[N+](=O)[O-])CCCNC(=O)N.[Na] sodium 5-[[(2S)-2-(9H-fluoren-9-ylmethoxycarbonylamino)-5-ureidopentanoyl]amino]-2-[(4-nitrophenoxy)carbonyloxymethyl]benzenesulfonic acid